p-(8-bromooctanamido)-L-phenylalanine BrCCCCCCCC(=O)NC1=CC=C(C[C@H](N)C(=O)O)C=C1